FC=1C=2N(C=C(C1)NC(=O)C1=CC=C(C=3C=C(OC31)C)C3CCN(CC3)C(=O)OC(C)(C)C)C=C(N2)C tert-butyl 4-[7-([8-fluoro-2-methylimidazo[1,2-a]pyridine-6-yl]carbamoyl)-2-methyl-1-benzofuran-4-yl]piperidine-1-carboxylate